NC=1C(=C(OCC#CC2CCN(CC2)C(=O)OC(C)(C)C)C=C(C1)C(N)=O)NC\C=C\CNC1=C(C=C(C=C1OC)C(=O)OC)N tert-butyl (E)-4-(3-(3-amino-2-((4-((2-amino-6-methoxy-4-(methoxycarbonyl)-phenyl)amino)but-2-en-1-yl)amino)-5-carbamoylphenoxy)prop-1-yn-1-yl)piperidine-1-carboxylate